tetravinyl-silicon carbon [C].C(=C)[Si](C=C)(C=C)C=C